F[C@@H]1CC=2N(C=NC2C(C(=O)NC=2SC=CN2)N2N=C3C=C(C=C(C3=C2)F)C2=CC(=C(C=C2)N2CCOCC2)F)C1 2-((R)-6-Fluoro-6,7-dihydro-5H-pyrrolo[1,2-c]imidazol-1-yl)-2-(4-fluoro-6-(3-fluoro-4-morpholinophenyl)-2H-indazol-2-yl)-N-(thiazol-2-yl)acetamide